(S)-6-Chloro-7-(2-fluorophenyl)-1-(2-isopropyl-4-methylpyridin-3-yl)-4-(2-methylpiperazin-1-yl)pteridin-2(1H)-one ClC=1N=C2C(=NC(N(C2=NC1C1=C(C=CC=C1)F)C=1C(=NC=CC1C)C(C)C)=O)N1[C@H](CNCC1)C